[Si]([O-])([O-])([O-])[O-].[Ba+2].[Al+3] Aluminum Barium Silicate